tert-butyl (3-chloro-5-formylpyridin-4-yl)carbamate ClC=1C=NC=C(C1NC(OC(C)(C)C)=O)C=O